ClC=1C=NC=C(C1[C@@H](C)OC=1C=C2C(=NNC2=CC1)C=1C=CC(=NC1)C=1CCS(CC1)(=O)=O)Cl (R)-4-(5-(5-(1-(3,5-dichloropyridin-4-yl)ethoxy)-1H-indazol-3-yl)pyridin-2-yl)-3,6-dihydro-2H-thiopyran 1,1-dioxide